3-methyl-2-pentylcyclopentanone CC1C(C(CC1)=O)CCCCC